C(C=C)(=O)N1CCC(CC1)OC=1N=C2C(=NC1)NC=C2C(=O)N[C@@H]2C[C@@H](CC2)F 2-[(1-acryloylpiperidin-4-yl)oxy]-N-[(1S,3R)-3-fluorocyclopentyl]-5H-pyrrolo[2,3-b]pyrazine-7-carboxamide